(1R,2S)-2-(3-bromo-1H-indazol-6-yl)-5'-methoxyspiro[cyclopropane-1,3'-indolin]-2'-one BrC1=NNC2=CC(=CC=C12)[C@@H]1C[C@@]12C(NC1=CC=C(C=C21)OC)=O